Ethyl (E)-2-cyano-3-(dimethylamino)acrylate C(#N)/C(/C(=O)OCC)=C\N(C)C